FC(C(=O)O)(F)F.COC=1C=C(C=CC2=NC(=NC(=C2)C=CC2=CC(=C(C=C2)OC)OC)OCCCCNC(=N)N)C=CC1OC 4-(4,6-bis(3,4-dimethoxystyryl)pyrimidin-2-oxy)butylguanidine trifluoroacetate